N-(5-(5-(4-acetylpiperazin-1-yl)-1,2,4-oxadiazol-3-yl)-3-fluoro-2-methylphenyl)imidazo[1,2-a]pyridine-3-carboxamide C(C)(=O)N1CCN(CC1)C1=NC(=NO1)C=1C=C(C(=C(C1)NC(=O)C1=CN=C2N1C=CC=C2)C)F